2-(2-(3-(3-(4-ethylphenyl)ureido)-5-fluoro-1H-indol-1-yl)-2-oxoethyl)benzoic acid C(C)C1=CC=C(C=C1)NC(NC1=CN(C2=CC=C(C=C12)F)C(CC1=C(C(=O)O)C=CC=C1)=O)=O